(R)-6-(5-methoxy-4-((2-(4-methyl-1-oxo-1,3-dihydroisobenzofuran-5-yl)morpholino)methyl)-1H-pyrazol-1-yl)-4-methylnicotinonitrile COC1=C(C=NN1C1=NC=C(C#N)C(=C1)C)CN1C[C@H](OCC1)C=1C(=C2COC(C2=CC1)=O)C